C(C)(C)(C)OC(=O)N[C@H](CN1C=C(C=C1Cl)C(=O)O)C (S)-1-(2-((tert-butoxycarbonyl)amino)propyl)-5-chloro-1H-pyrrole-3-carboxylic acid